1'-methyloctahydro-1'H-spiro[1,3-dioxolan-2,6'-quinoline] CN1CCCC2CC3(CCC12)OCCO3